CN1C=NC(N=C1)=O 5-methyl-1,3,5-triazin-2-one